C(C1=CC=CC=C1)OC(CCCCCCCCCC(=O)N([C@@H](CCC(=O)OC1=C(C(=C(C(=C1F)F)F)F)F)C(=O)OCC1=CC=CC=C1)CCCCCCCCCCC)=O 1-Benzyl 5-(perfluorophenyl) N-(11-(benzyloxy)-11-oxoundecanoyl)-N-undecyl-L-glutamate